NC(C)(C)C=1N=C(C(=NC1)[C@@H]1C[C@H](C1)C1=NN2C(=NC=3C(=CC=CC3C2=N1)F)N)C 2-{trans-3-[5-(2-aminopropan-2-yl)-3-methylpyrazin-2-yl]cyclobutyl}-7-fluoro[1,2,4]triazolo[1,5-c]quinazolin-5-amine